3-bromo-7-chloro-N,N-bis[(4-methoxyphenyl)methyl]-1,6-naphthyridin-2-amine BrC=1C(=NC2=CC(=NC=C2C1)Cl)N(CC1=CC=C(C=C1)OC)CC1=CC=C(C=C1)OC